(2E,2'E)-2,2'-(1-(morpholin-2-yl)propane-1,2-diylidene)bis(N-ethylhydrazine-1-carbothioamide) hydrochloride Cl.N1CC(OCC1)\C(\C(\C)=N\NC(NCC)=S)=N\NC(NCC)=S